FC1=CC=CC=2NC[C@@H](C(NC21)=O)NC(=O)N2N=CC(=C2)CC2=CC(=CC=C2)F (S)-N-(6-fluoro-4-oxo-2,3,4,5-tetrahydrobenzo[b][1,4]azazepin-3-yl)-4-(3-fluorobenzyl)-1H-pyrazole-1-carboxamide